The molecule is an N-acylglutamic acid in which the N-acyl group is specified as 4-[2-(2-amino-4-oxo-4,7-dihydro-1H-pyrrolo[2,3-d]pyrimidin-5-yl)ethyl]benzoyl. Inhibits thymidylate synthase (TS), 421 dihydrofolate reductase (DHFR), and glycinamide ribonucleotide formyltransferase (GARFT). It has a role as an antineoplastic agent, an antimetabolite, an EC 2.1.1.45 (thymidylate synthase) inhibitor, an EC 1.5.1.3 (dihydrofolate reductase) inhibitor and an EC 2.1.2.2 (phosphoribosylglycinamide formyltransferase) inhibitor. It is a pyrrolopyrimidine and a N-acyl-L-glutamic acid. It is a conjugate acid of a pemetrexed(2-). C1=CC(=CC=C1CCC2=CNC3=C2C(=O)NC(=N3)N)C(=O)N[C@@H](CCC(=O)O)C(=O)O